FC(C1=NN=C(O1)C(=O)OCC)(C1=CC=CC=C1)F ethyl 5-[difluoro(phenyl)methyl]-1,3,4-oxadiazole-2-carboxylate